N-(2-nitro-4-(trifluoromethoxy)phenyl)pyridin-2-amine [N+](=O)([O-])C1=C(C=CC(=C1)OC(F)(F)F)NC1=NC=CC=C1